n-hexadecyl-triphenylphosphine chloride [Cl-].C(CCCCCCCCCCCCCCC)C1=C(C=CC=C1)P(C1=CC=CC=C1)C1=CC=CC=C1